O=C1NC(CCC1N1C(C2=CC=CC(=C2C1)SCCOCCOCC(=O)N1CCN(CC1)C1=NC=C(C(=O)N2CCC(CC2)CCCCNC(\C=C\C=2C=NC=CC2)=O)C=C1)=O)=O (E)-N-(4-(1-(6-(4-(2-(2-(2-((2-(2,6-dioxopiperidin-3-yl)-1-oxoisoindolin-4-yl)thio)ethoxy)ethoxy)acetyl)piperazin-1-yl)nicotinoyl)piperidin-4-yl)butyl)-3-(pyridin-3-yl)acrylamide